C(\C=C\C(=O)O)(=O)O.CN(C(CCN(CCCC(C(C)C)N1CC2(C1)CN(CC2)C=2N=CN=NC2OC2=C(C(=O)N(C(C)C)C(C)C)C=C(C=C2)F)C)=O)C 2-((5-(2-(6-((3-(dimethylamino)-3-oxopropyl)(methyl)amino)-2-methylhexan-3-yl)-2,6-diazaspiro[3.4]oct-6-yl)-1,2,4-triazin-6-yl)oxy)-5-fluoro-N,N-diisopropylbenzamide fumarate